NC1(O)[C@H](O)[C@@H](O)[C@H](O[C@H]2[C@H](O)[C@@H](O)[C@@H](O)[C@H](O2)CO)[C@H](O1)CO 1-amino-lactose